4-[[3-(3-fluoro-4-methoxyphenyl)imidazo[1,2-a]pyrazin-8-yl]amino]-N-[(3R,4S)-3-fluoropiperidin-4-yl]-2-methylbenzamide FC=1C=C(C=CC1OC)C1=CN=C2N1C=CN=C2NC2=CC(=C(C(=O)N[C@@H]1[C@@H](CNCC1)F)C=C2)C